1-[2-[(2S)-2-(3-Methoxy-2-methyl-phenyl)pyrrolidin-1-yl]-2-oxo-ethyl]-4,6-bis(trifluoromethyl)pyridin-2-one COC=1C(=C(C=CC1)[C@H]1N(CCC1)C(CN1C(C=C(C=C1C(F)(F)F)C(F)(F)F)=O)=O)C